1-(3-methoxybenzyl)-3-(6-methyl-5-(1H-pyrazol-4-yl)pyridin-2-yl)-1,3,8-triazaspiro[4.5]decan-2-one COC=1C=C(CN2C(N(CC23CCNCC3)C3=NC(=C(C=C3)C=3C=NNC3)C)=O)C=CC1